1-(Azetidin-1-yl)-7-((4-((5-cyclopropyl-3-(3,5-dichloropyridin-4-yl)isoxazol-4-yl)methoxy)bicyclo[2.2.2]octan-1-yl)ethynyl)isochinolin N1(CCC1)C1=NC=CC2=CC=C(C=C12)C#CC12CCC(CC1)(CC2)OCC=2C(=NOC2C2CC2)C2=C(C=NC=C2Cl)Cl